3-(5-(((1S,2R)-2-(4-hydroxy-4-methylpiperidin-1-yl)cyclopentyl)oxy)-1-oxoisoindolin-2-yl)piperidine-2,6-dione OC1(CCN(CC1)[C@H]1[C@H](CCC1)OC=1C=C2CN(C(C2=CC1)=O)C1C(NC(CC1)=O)=O)C